ClC1=C2C(=C[C@]3(C2=CC=C1)CC(CCC3)=O)C (R)-4'-chloro-3'-methyl-spiro[cyclohexane-1,1'-indene]-3-one